N-[[6-[(2-methylbutylamino)methyl]imidazo[1,2-a]pyridin-2-yl]methyl]-4-oxo-pyrido[1,2-a]pyrimidine-2-carboxamide CC(CNCC=1C=CC=2N(C1)C=C(N2)CNC(=O)C=2N=C1N(C(C2)=O)C=CC=C1)CC